(hydroxymethyl)-phosphonium sulfate S(=O)(=O)([O-])[O-].OC[PH3+].OC[PH3+]